N-[2-(dimethyl-amino)ethyl]-4-[3-(4-hydroxy-3-methoxy-phenyl)imidazo[1,2-a]pyrazin-6-yl]benzamide CN(CCNC(C1=CC=C(C=C1)C=1N=CC=2N(C1)C(=CN2)C2=CC(=C(C=C2)O)OC)=O)C